CSC1=NC=C(C(=O)NCCNC(OC(C)(C)C)=O)C=C1[N+](=O)[O-] tert-Butyl (2-(6-(methylthio)-5-nitronicotinamido)ethyl)carbamate